BrC1=NC=CC(=C1)NCC=1N=C2N(C=C(C=C2N2CC(C2)F)C2CC2)C1 2-bromo-N-((6-cyclopropyl-8-(3-fluoroazetidin-1-yl)imidazo[1,2-a]pyridin-2-yl)methyl)pyridin-4-amine